2-(4-((3,3-dimethyltetrahydro-2H-pyran-4-yl)amino)pyrido[3,4-d]pyridazin-1-yl)-5-methylphenol CC1(COCCC1NC=1N=NC(=C2C1C=NC=C2)C2=C(C=C(C=C2)C)O)C